CN1N=NC2=C1C=CC(=C2)CNC(=O)[C@H]2N(C[C@@H](C2)CC2=CC=C(C=C2)OC)C([C@@H](CN)C)=O (2S,4R)-1-((R)-3-amino-2-methyl-propionyl)-4-(4-methoxy-benzyl)-pyrrolidine-2-carboxylic acid (1-methyl-1H-benzotriazol-5-ylmethyl)-amide